6-bromo-2-chloropyridin-3-ol BrC1=CC=C(C(=N1)Cl)O